Nε-crotonyl-L-lysine C(\C=C\C)(=O)NCCCC[C@H](N)C(=O)O